4-(4-(2-(6-(Bis(4-methoxybenzyl)amino)-2-butoxy-5-nitropyrimidin-4-yl)-3-methoxy-3-oxopropyl)benzyl)piperazine-1-carboxylic acid tert-butyl ester C(C)(C)(C)OC(=O)N1CCN(CC1)CC1=CC=C(C=C1)CC(C(=O)OC)C1=NC(=NC(=C1[N+](=O)[O-])N(CC1=CC=C(C=C1)OC)CC1=CC=C(C=C1)OC)OCCCC